P(=O)(OCCCN1C(N(C(C=2NC(=NC12)\C=C\C1=CC(=CC=C1)OC)=O)CC)=O)(O)O (E)-3-(1-Ethyl-8-(3-methoxystyryl)-2,6-dioxo-1,2,6,7-tetrahydro-3H-purin-3-yl)propyl dihydrogen phosphate